racemic-4-(1-(2-fluoro-4-(trifluoromethyl)phenyl)ethyl)-1-(2-(pyrimidin-4-yl)nicotinoyl)piperidine-4-carbonitrile FC1=C(C=CC(=C1)C(F)(F)F)[C@H](C)C1(CCN(CC1)C(C1=C(N=CC=C1)C1=NC=NC=C1)=O)C#N |r|